C(C)(=O)C1=CN(C2=CC=C(C=C12)C1=CN=NC=C1)CC(=O)N1[C@@H](C[C@H](C1)F)C(=O)NC1CCCC=2N=C(SC21)C2=CC=C(C=C2)F (2S,4R)-1-(2-(3-acetyl-5-(pyridazin-4-yl)-1H-indol-1-yl)acetyl)-4-fluoro-N-(2-(4-fluorophenyl)-4,5,6,7-tetrahydrobenzo[d]thiazol-7-yl)pyrrolidine-2-carboxamide